C(C1=CC=CC=C1)N1C[C@@H](CCC1)N1CCC2=C1N=NC(=C2)Cl 7-[(3R)-1-benzylpiperidin-3-yl]-3-chloro-6,7-dihydro-5H-pyrrolo[2,3-c]pyridazine